OC1=C(C(=CC(=C1)C)C)C1=CC=C2C=CC(=NC2=N1)C1CN(CCO1)C(=O)OC(C)(C)C tert-butyl 2-[7-(2-hydroxy-4,6-dimethyl-phenyl)-1,8-naphthyridin-2-yl]morpholine-4-carboxylate